4-aminophenoxypropane NC1=CC=C(OCCC)C=C1